C(CC)[C@]1(C(=C(C(=O)O1)O)O)[C@@H](O)CO propylascorbic acid